4,5-dimethyl-2-phenyl-3-(thiophen-2-yl)pyrazolo[1,5-a]pyrimidin-7(4H)-one CN1C=2N(C(C=C1C)=O)N=C(C2C=2SC=CC2)C2=CC=CC=C2